tert-butyl-[1-(2-chlorophenyl)but-3-enyloxy]-dimethyl-silane C(C)(C)(C)[Si](C)(C)OC(CC=C)C1=C(C=CC=C1)Cl